Tert-butyl (1R,5R)-6-benzyl-2,6-diazabicyclo[3.2.0]heptane-2-carboxylate C(C1=CC=CC=C1)N1[C@@H]2CCN([C@@H]2C1)C(=O)OC(C)(C)C